C(C)(C)(C)OC(=O)N1CCC(CC1)C=1C=CC2=C(C3=C(O2)C=C(C=C3)[C@@H](C(F)(F)F)N[C@H](C(=O)O)CC(C)C)C1 (S)-2-(((S)-1-(8-(1-(tert-butoxycarbonyl)piperidin-4-yl)dibenzo[b,d]furan-3-yl)-2,2,2-trifluoroethyl)amino)-4-methylpentanoic acid